1-((tetrahydro-2H-pyran-4-yl)methyl)-3-(3-(trifluoromethoxy)phenyl)-1H-pyrrole-2,5-dione O1CCC(CC1)CN1C(C(=CC1=O)C1=CC(=CC=C1)OC(F)(F)F)=O